ClC1=CC2=C(C=N1)N=C(S2)C2=NN=C1N2CCN([C@@H]1C)CC1=C(C=C(C=C1)OC)OC (R)-6-chloro-2-(7-(2,4-dimethoxybenzyl)-8-methyl-5,6,7,8-tetrahydro-[1,2,4]Triazolo[4,3-a]pyrazin-3-yl)thiazolo[4,5-c]pyridine